Tert-butyl (2-(4-chloro-2-cyano-1H-indol-1-yl)ethyl)(6-chloropyrimidin-4-yl)carbamate ClC1=C2C=C(N(C2=CC=C1)CCN(C(OC(C)(C)C)=O)C1=NC=NC(=C1)Cl)C#N